C(N)(=O)OOC(C)(C)C tert-butyl peroxycarbamate